NCC1=CC=C(C=C1)NC(CCNCCC(=O)OC)=O methyl 3-((3-((4-(aminomethyl) phenyl)-amino)-3-oxopropyl)-amino)-propanoate